t-butyl-phosphorus C(C)(C)(C)[P]